3-(N-Benzylformamido)-4-cyclobutyl-2-oxobutanoic Acid C(C1=CC=CC=C1)N(C=O)C(C(C(=O)O)=O)CC1CCC1